FC(OC=1C=C(C=CC1[2H])N1CCNCC1)(F)F 1-(3-(trifluoromethoxy)phenyl-4-d)piperazine